6-[5-(difluoromethyl)-1,3,4-oxadiazol-2-yl]-2-{(1RS,2SR)-2-hydroxy-2-phenyl-1-[6-(trifluoromethyl)pyridin-3-yl]ethyl}-2,3-dihydro-1H-isoindol-1-one FC(C1=NN=C(O1)C1=CC=C2CN(C(C2=C1)=O)[C@@H]([C@H](C1=CC=CC=C1)O)C=1C=NC(=CC1)C(F)(F)F)F |r|